FC=1C=C(C=C(C1I)OC)NC(=S)N 1-(3-fluoro-4-iodo-5-methoxyphenyl)thiourea